ClC1=C(C=C(C=C1)C1(C(C(CCC1)(C)O)=O)NC)OC(F)(F)F 2-(4-chloro-3-(trifluoromethoxy)phenyl)-6-hydroxy-6-methyl-2-methylamino-cyclohexane-1-one